6-chloro-9-acryloyloxy-10-hydroxy-1,4-dihydro-1,4-methanoanthracene ClC=1C=C2C(=C3C4C=CC(C3=C(C2=CC1)OC(C=C)=O)C4)O